CC1C(=C(OC1(C1=CC=CC=C1)C)C(=O)OCC)OS(=O)(=O)C(F)(F)F ethyl 4,5-dimethyl-5-phenyl-3-(((trifluoromethyl) sulfonyl) oxy)-4,5-dihydrofuran-2-carboxylate